2-amino-3-methoxypropanoic acid NC(C(=O)O)COC